CC=1C=CC=2N(C3=CC=C(C=C3C2C1)C)C1=C(C(=C(C(=C1N1C2=CC=C(C=C2C=2C=C(C=CC12)C)C)C1=CC=C(C=C1)N1C2=CC=CC=C2C=2C=C(C=CC12)C)C#N)C1=CC(=NC(=C1)C)C)C1=CC=C(C=C1)N1C2=CC=CC=C2C=2C=C(C=CC12)C 5',6'-bis(3,6-dimethyl-9H-carbazol-9-yl)-3'-(2,6-dimethylpyridin-4-yl)-4,4''-bis(3-methyl-9H-carbazol-9-yl)-[1,1':4',1''-terphenyl]-2'-carbonitrile